CN1N=CC=2CC[C@H](CC12)C(=O)N[C@@H](CCOC1CC(C1)CCC1=NC=2NCCCC2C=C1)C(=O)O N-((R)-1-methyl-4,5,6,7-tetrahydro-1H-indazole-6-carbonyl)-O-((1s,3s)-3-(2-(5,6,7,8-tetrahydro-1,8-naphthyridin-2-yl)ethyl)cyclobutyl)-L-homoserine